ClC1=CC=C(C2=NSN=C21)Cl 4,7-dichlorobenzo[c][1,2,5]thiadiazole